2-(4-chlorobenzyl)-6-(2-methyl-2,3-dihydrobenzofuran-5-yl)pyridazin-3(2H)-one ClC1=CC=C(CN2N=C(C=CC2=O)C=2C=CC3=C(CC(O3)C)C2)C=C1